(Z,E)-9,11-hexadecadienol C(CCCCCCC\C=C/C=C/CCCC)O